(3Z)-3-hexen-1-yl hexanoate C(CCCCC)(=O)OCC\C=C/CC